C(C#C)OC1CN(C1)C(=O)OCCCC butyl 3-prop-2-ynoxyazetidine-1-carboxylate